tert-butyl-3-(cyclopropanecarboxamido)azetidine-1-carboxylate C(C)(C)(C)OC(=O)N1CC(C1)NC(=O)C1CC1